C(C=C)OC1CCN(CC1)C1=C(C=CC(=C1)Br)C=1OC(=NN1)C1=CC(=NC=C1)F 2-(2-(4-(allyloxy)piperidin-1-yl)-4-bromophenyl)-5-(2-fluoropyridin-4-yl)-1,3,4-oxadiazole